C1(CC1)[C@H](C(=O)N)NC1=CC2=C(C=3N(CCO2)C=C(N3)N3C(OC[C@H]3CF)=O)C=C1 |o1:3| (r*)-(S)-2-Cyclopropyl-2-((2-((S)-4-(fluoromethyl)-2-oxooxazolidin-3-yl)-5,6-dihydrobenzo[f]imidazo[1,2-d][1,4]oxazepin-9-yl)amino)acetamide